CS(=O)(=NC1CNC(CC1)C)C dimethyl-((6-methylpiperidin-3-yl)imino)-lambda6-Sulfanone